NC1=NN2C(C=C(C=C2)C=2C(=C(C(=O)NC(C)CC(O)C3=CC=C(C=C3)F)C(=CC2)C)F)=N1 3-(2-amino-[1,2,4]triazolo[1,5-a]pyridin-7-yl)-2-fluoro-N-(4-(4-fluorophenyl)-4-hydroxybutan-2-yl)-6-methylbenzamide